6-chloro-3-({2-fluoro-3-[(methylsulfamoyl)amino]phenyl}methyl)-7-hydroxy-3,4-dihydro-2H-1,3-benzoxazin-2-one ClC=1C(=CC2=C(CN(C(O2)=O)CC2=C(C(=CC=C2)NS(NC)(=O)=O)F)C1)O